2,2-Bis(cyclopropylmethyl)hydrazine-1-carboxylic acid tert-butyl ester C(C)(C)(C)OC(=O)NN(CC1CC1)CC1CC1